C[Si](O[Si](O[Si](C)(C)C)(O[Si](C)(C)C)CCCNC([O-])=O)(C)C tri(trimethylsiloxy)silylpropylcarbamate